COC1=CC=C(C=C1)C(OC[C@@]12CO[C@@H]([C@@H](O1)N1C(N=C(C(=C1)C)NC(C1=CC=CC=C1)=O)=O)[C@@H]2O)(C2=CC=CC=C2)C2=CC=C(C=C2)OC N-[1-[(1R,4R,6R,7S)-4-[[bis(4-methoxyphenyl)-phenyl-methoxy]methyl]-7-hydroxy-2,5-dioxabicyclo[2.2.1]hept-6-yl]-5-methyl-2-oxo-pyrimidin-4-yl]benzamide